C(C)(C)(C)OC1=CC=C(CC(C(=O)OC(C)(C)C)NC(CCOCCOCCNC(CCS(=O)(=O)C2=C(C(=C(C(=C2F)F)S(N)(=O)=O)F)NC2CCCCCCC2)=O)=O)C=C1 tert-butyl 2-(4-(tert-butoxy) benzyl)-16-((2-(cyclooctylamino)-3,5,6-trifluoro-4-sulfamoylphenyl) sulfonyl)-4,14-dioxo-7,10-dioxa-3,13-diazahexadecanoate